C(CC=C)N1C=NC2=CC(=CC=C2C1=O)Cl 3-(but-3-enyl)-7-chloroquinazolin-4(3H)-one